C(C=C)(=O)N1CC(C1)N1N=CC(=C1)C(=O)N 1-[1-(prop-2-enoyl)azetidin-3-yl]Pyrazole-4-carboxamide